BrC=1C(=NC(=CC1)SCC)CC 3-bromo-2-ethyl-6-(ethylsulfanyl)pyridine